methyl (7S)-7-methyl-2-(2-phenylethyl)-3-[(cis)-4-carbamoylcyclohexyl]-3H,6H,7H,8H,9H-imidazo[4,5-f]quinoline-6-carboxylate C[C@@H]1N(C2=CC=C3C(=C2CC1)N=C(N3[C@@H]3CC[C@@H](CC3)C(N)=O)CCC3=CC=CC=C3)C(=O)OC